C(C1=CC=CC=C1)N1CC=2C(N=C3N(C2CC1)CCN3CC3=C(C=CC=C3)Cl)=O 7-Benzyl-3-(2-chlorobenzyl)-2,3,6,7,8,9-hexahydroimidazo[1,2-a]pyrido[3,4-e]pyrimidin-5(1H)-one